O1C(OCC1)CCCOC1=CC=C(C=C1)C1CCN(CC1)C=1C=CC(=C2C(=CNC12)C#N)C 7-(4-{4-[3-(1,3-Dioxolan-2-yl)propoxy]phenyl}piperidin-1-yl)-4-methyl-1H-indole-3-carbonitrile